Cl.S(=O)(=O)(O)O.NNC(C(C)Cl)=N N-amino-chloropropionamidine sulfate hydrochloride